C(C1=CC=CC=C1)NCCCCC(O)C(=O)OCC1=CC=CC=C1 N-(benzyl)benzyloxycarbonyl-5-aminopentanol